C(C=C)(=O)OC1CCCCC1 3-cyclohexyl acrylate